ClC=1C(=NC2=CC=CC=C2C1)C=1C=C2CN(C(C2=CC1)=O)C1C(NC(CC1)=O)=O 3-[5-(3-chloroquinolin-2-yl)-1-oxo-2,3-dihydro-1H-isoindol-2-yl]piperidine-2,6-dione